2-(2-((4-((S)-2-(4-chloro-2-fluorophenyl)-2-methylbenzo[d][1,3]dioxol-4-yl)piperidin-1-yl)methyl)-4-ethyl-1-(((S)-oxetan-2-yl)methyl)-1H-imidazol-5-yl)oxazole-5-carboxylic acid ClC1=CC(=C(C=C1)[C@@]1(OC2=C(O1)C=CC=C2C2CCN(CC2)CC=2N(C(=C(N2)CC)C=2OC(=CN2)C(=O)O)C[C@H]2OCC2)C)F